tert-butyl 4-(3-(2-cyanoethyl)-3-(methoxycarbonyl)-2,3-dihydrobenzofuran-7-yl)piperazine-1-carboxylate C(#N)CCC1(COC2=C1C=CC=C2N2CCN(CC2)C(=O)OC(C)(C)C)C(=O)OC